(S)-N-(4-(4-amino-7-methyl-5-(4-(pyrrolidine-1-carbonyl)cyclohex-1-en-1-yl)-7H-pyrrolo[2,3-d]pyrimidin-6-yl)phenyl)acrylamide NC=1C2=C(N=CN1)N(C(=C2C2=CC[C@H](CC2)C(=O)N2CCCC2)C2=CC=C(C=C2)NC(C=C)=O)C